N1(CCOCC1)C1=NC2=C(N=CC=C2C(=C1)C=1C=C(C=CC1)O)C1=CC=NN1 3-[2-(morpholin-4-yl)-8-(1H-pyrazol-5-yl)-1,7-naphthyridin-4-yl]phenol